4-hydroxyphenyl acrylate C(C=C)(=O)OC1=CC=C(C=C1)O